3-[5-(aminomethyl)-4-fluoro-1-oxo-isoindolin-2-yl]piperidine-2,6-dione NCC=1C(=C2CN(C(C2=CC1)=O)C1C(NC(CC1)=O)=O)F